4-[(2R)-1-(4-{[2-(4-bromophenyl)-6-hydroxy-1-benzothiophen-3-yl]oxy}phenoxy)propan-2-yl]piperazin-1-yl-acetic acid BrC1=CC=C(C=C1)C=1SC2=C(C1OC1=CC=C(OC[C@@H](C)N3CCN(CC3)CC(=O)O)C=C1)C=CC(=C2)O